FC(C(=O)O)(F)F.FC(C(=O)O)(F)F.NC1=C2N=CN(C2=NC=N1)CC1=C(C=NC(=C1)C1=CC(=C(C=C1)F)F)N1CC(CCC1)(C(=O)NC)O 1-(4-((6-amino-9H-purin-9-yl)methyl)-6-(3,4-difluorophenyl)pyridin-3-yl)-3-hydroxy-N-methylpiperidine-3-carboxamide bis(2,2,2-trifluoroacetate)